Cl.Cl.CC=1C=C(N=NC1[C@H]1[C@H](CNCC1)C)N 5-methyl-6-[(3R,4R)-3-methylpiperidin-4-yl]pyridazin-3-amine dihydrochloride